(S)-3-((3-cyclopropyl-5-((piperidin-3-yl)amino)pyrazolo[1,5-a]pyrimidin-7-yl)amino)-5-methylbenzonitrile C1(CC1)C=1C=NN2C1N=C(C=C2NC=2C=C(C#N)C=C(C2)C)N[C@@H]2CNCCC2